(3S,10S)-3-((1H-pyrazol-1-yl)methyl)-7-((2S,5R)-4-acryloyl-2,5-dimethylpiperazin-1-yl)-9-chloro-10-(2-fluoro-6-hydroxyphenyl)-2,3-dihydro-5H-[1,4]oxazino[2,3,4-ij]quinazolin-5-one N1(N=CC=C1)C[C@H]1COC=2C(=C(C=C3C(=NC(N1C23)=O)N2[C@H](CN([C@@H](C2)C)C(C=C)=O)C)Cl)C2=C(C=CC=C2O)F